4-((1R,5S)-3,8-diazabicyclo[3.2.1]octan-3-yl)-7-(1H-indol-3-yl)-2-(((S)-1-methylpyrrolidin-2-yl)methoxy)quinazoline [C@H]12CN(C[C@H](CC1)N2)C2=NC(=NC1=CC(=CC=C21)C2=CNC1=CC=CC=C21)OC[C@H]2N(CCC2)C